7-iodo-2,2-dimethyl-2,3-dihydro-benzofuran IC1=CC=CC=2CC(OC21)(C)C